OC(C)(C)[C@@]1(OCCC2=C1NC(C1=C2C=C(S1)C=1C=NNC1)=O)C |r| racemic-4-(2-hydroxypropan-2-yl)-4-methyl-8-(1H-pyrazol-4-yl)-1,5-dihydro-2H-pyrano[3,4-b]thieno[3,2-d]pyridin-6(4H)-one